CN1C(N(C2=C1C(=CC=C2)N2CC(CC2)NC)C2C(N(C(CC2)=O)C(=O)OC(C)(C)C)=O)=O tert-butyl 3-{3-methyl-4-[3-(methylamino) pyrrolidin-1-yl]-2-oxo-1,3-benzodiazol-1-yl}-2,6-dioxopiperidine-1-carboxylate